FC1(CCN(CC1)C1=NC(=CC(=N1)NC1=NC=NC2=CC(=CC(=C12)N1CCC2(CC2)CC1)NS(=O)(=O)CCO)C)F N-(4-((2-(4,4-Difluoro-piperidin-1-yl)-6-methylpyrimidin-4-yl)amino)-5-(6-azaspiro[2.5]octan-6-yl)quinazolin-7-yl)-2-hydroxyethane-1-sulfonamide